O=C1C2=C(C3=C(N1)C=C(S3)C=O)OC=C2 5-oxo-4,5-dihydrofuro[2,3-d]thieno[3,2-b]pyridine-2-carbaldehyde